OC1(CCC(CC1)CNC1=NC=C(C=C1S(=O)(=O)N)[N+](=O)[O-])C (((4-hydroxy-4-methylcyclohexyl)methyl)amino)-5-nitropyridine-3-sulfonamide